FC1=CC(=C(C=C1)C1=CN=C2SC(=NN21)N2CCC1([C@@H]([C@@H](OC1)C)N)CC2)OC (3S,4S)-8-(5-(4-fluoro-2-methoxyphenyl)imidazo[2,1-b][1,3,4]thiadiazol-2-yl)-3-methyl-2-oxa-8-azaspiro[4.5]decan-4-amine